O1C(C1)C(CC)O oxiranyl-propanol